C(#N)C1=CC(=C(COC2=CC=CC(=N2)C2=CC(=C(CC3=NC4=C(N3[C@H]3COCC[C@H]3OC)C=C(C=C4)C(=O)O)C=C2F)F)C=C1)F 2-(4-(6-((4-cyano-2-fluorobenzyl)oxy)pyridin-2-yl)-2,5-difluorobenzyl)-1-((3S,4R)-4-methoxytetrahydro-2H-pyran-3-yl)-1H-benzo[d]imidazole-6-carboxylic acid